4-bromo-2-(6-azaspiro[2.5]oct-6-yl)aniline BrC1=CC(=C(N)C=C1)N1CCC2(CC2)CC1